2-cyano-5-chloro-1,3,4-thiadiazole C(#N)C=1SC(=NN1)Cl